N-[(3',5'-di-tert-butyl)-1,1'-biphenyl-4-yl]-N-(4-cyclohexylphenyl)-9,9-bis(4-tert-butylphenyl)-9H-fluoren-2-amine C(C)(C)(C)C=1C=C(C=C(C1)C(C)(C)C)C1=CC=C(C=C1)N(C1=CC=2C(C3=CC=CC=C3C2C=C1)(C1=CC=C(C=C1)C(C)(C)C)C1=CC=C(C=C1)C(C)(C)C)C1=CC=C(C=C1)C1CCCCC1